COC(=C(C(=O)OC(COC(C(CCCC)CC)=O)CO)OC)C1=CC=CC=C1 Glycerol ethyl-hexanoate dimethoxycinnamate